OC1=C(C=CC=C1)C1=CC=2C(=CN=C(C2)C2(CC2)C(=O)N)N1C [2-(2-hydroxyphenyl)-1-methylpyrrolo[2,3-c]pyridin-5-yl]cyclopropanecarboxamide